lithium tungsten oxide [W]=O.[Li]